N-(1-((1R,2R)-2-fluorocyclopropyl)-2-oxo-1,2-dihydropyridin-3-yl)-6-isopropoxy-2-(1-methyl-2-oxabicyclo[2.1.1]hexan-4-yl)-2H-pyrazolo[3,4-b]pyridine-5-carboxamide F[C@H]1[C@@H](C1)N1C(C(=CC=C1)NC(=O)C1=CC=2C(N=C1OC(C)C)=NN(C2)C21COC(C2)(C1)C)=O